(1-(2-chloro-5-((5-(2,2-difluoroethyl)-4,5,6,7-tetrahydropyrazolo[1,5-a]pyrazin-3-yl)ethynyl)pyridin-4-yl)-4-methylpiperidin-4-yl)methanol ClC1=NC=C(C(=C1)N1CCC(CC1)(C)CO)C#CC=1C=NN2C1CN(CC2)CC(F)F